(3R,4R)-4-{[5-(2,4-difluoro-phenyl)-isoxazole-3-carbonyl]-amino}-1-((1S,2R)-2-hydroxy-1-methyl-propyl)-piperidine-3-carboxylic acid methyl-phenethyl-amide CN(C(=O)[C@@H]1CN(CC[C@H]1NC(=O)C1=NOC(=C1)C1=C(C=C(C=C1)F)F)[C@H]([C@@H](C)O)C)CCC1=CC=CC=C1